ICC12OCC(C1)(C2)CO [1-(iodomethyl)-2-oxabicyclo[2.1.1]hexan-4-yl]methanol